FC(N1N=CC2=CC(=CC=C12)C(=O)NC(C(=O)O)CCN1CC(CC1)CCC1=NC=2NCCCC2C=C1)F 2-(1-(difluoromethyl)-1H-indazole-5-carboxamido)-4-(3-(2-(5,6,7,8-tetrahydro-1,8-naphthyridin-2-yl)ethyl)pyrrolidin-1-yl)butanoic acid